4-((1S,2S)-2-(difluoromethyl)cyclopropyl)-6-(2,4-dimethoxypyrimidin-5-yl)-3-((1-Methyl-1H-pyrazol-4-yl)ethynyl)pyridazine FC([C@@H]1[C@H](C1)C1=C(N=NC(=C1)C=1C(=NC(=NC1)OC)OC)C#CC=1C=NN(C1)C)F